C(C)(=O)O[C@H](C[C@H](C(C)C)N(C([C@H]([C@H](CC)C)NC(=O)[C@@H]1N(CC[C@H](C1)C)C)=O)CCCCCC)C=1SC=C(N1)C(=O)O 2-[(1R,3R)-1-(Acetyloxy)-3-[(2S,3S)-2-{[(2R,4R)-1,4-dimethylpiperidin-2-yl]formamido}-N-hexyl-3-methylpentanamido]-4-methylpentyl]-1,3-thiazole-4-carboxylic acid